C(C)(C)(C)C1=NOC(=C1)NC(CC1=CC=C(C=C1)N1C=NC2=C1C=CC(=C2)C=2C=NC=CC2)=O N-(3-(tert-butyl)isoxazol-5-yl)-2-(4-(5-(pyridin-3-yl)-1H-benzo[d]imidazol-1-yl)phenyl)acetamide